CC(C)CCCCCCCCCCCCCCCCCCCCCCCO The molecule is a very long-chain primary fatty alcohol that is pentacosan-1-ol substituted by a methyl group at position 24. It derives from a pentacosan-1-ol. It derives from a hydride of a pentacosane.